N1CC(C1)C=1C=CC(=NC1)N1CC(C1)C(C)(C)O 2-[1-[5-(azetidin-3-yl)-2-pyridinyl]azetidin-3-yl]propan-2-ol